N-[2-(p-ethoxybenzenesulfonyloxy)phenyl]urea C(C)OC1=CC=C(C=C1)S(=O)(=O)OC1=C(C=CC=C1)NC(=O)N